3-fluoro-4-(hydroxymethyl)-5-(2-methyl-1H-benzimidazol-5-yl)benzamide FC=1C=C(C(=O)N)C=C(C1CO)C1=CC2=C(NC(=N2)C)C=C1